N1=CN=C(C2=C1NC=C2)N[C@@H]2[C@@H]1CC[C@H](CC2)N1C(C=C)=O 1-[(1S,2S,5S)-2-(7H-Pyrrolo[2,3-d]pyrimidin-4-ylamino)-8-azabicyclo[3.2.1]oct-8-yl]prop-2-en-1-one